N[C@H](C#N)CC1=C(C=C(C=C1)C=1C=C2C(NCC2=CC1)=O)F (S)-2-amino-3-(2-fluoro-4-(3-oxoisoindolin-5-yl)phenyl)propionitrile